C(CCC)C(COC(CCCCCCCOCC(COCCOCCOCCOCCN)OCCCCCCCC(=O)OCC(CCCCCC)CCCC)=O)CCCCCC.OC(COC1=CC=C(C=C1)CC(=O)N)CNC(C)C 2-[4-[2-hydroxy-3-(propan-2-ylamino)propoxy]phenyl]acetamide 2-butyloctyl-8-[3-[2-[2-[2-(2-aminoethoxy)ethoxy]ethoxy]ethoxy]-2-[8-(2-butyloctoxy)-8-oxo-octoxy]propoxy]octanoate